N-(2-((5-chloro-2-(4-chloro-1H-1,2,3-triazol-1-yl)phenyl)amino)-2-oxoethyl)-O-isopropyl-homoserine tert-butyl ester C(C)(C)(C)OC([C@@H](NCC(=O)NC1=C(C=CC(=C1)Cl)N1N=NC(=C1)Cl)CCOC(C)C)=O